CC1(OC(=C(C1)OS(=O)(=O)C(F)(F)F)C(=O)OCC)C(F)(F)F ethyl 2-methyl-2-(trifluoromethyl)-4-(trifluoromethylsulfonyloxy)-3H-furan-5-carboxylate